bis(N,N-dimethylamino)methane CN(C)CN(C)C